((2R,3r)-4-bromo-5-chloro-6-fluoro-3-methyl-2-(pyridin-2-yl)-2,3-dihydrobenzofuran-2-yl)methanol Tert-butyl-3-methyl-2-oxo-pyrrolidine-1-carboxylate C(C)(C)(C)C1(C(N(CC1)C(=O)OC[C@]1(OC2=C([C@H]1C)C(=C(C(=C2)F)Cl)Br)C2=NC=CC=C2)=O)C